N-benzyl-N-(1-phenylvinyl)acrylamide C(C1=CC=CC=C1)N(C(C=C)=O)C(=C)C1=CC=CC=C1